5-(3-benzyl-1-(methylsulfonyl)pyrrolidin-3-yl)-6-fluoro-1-(4-fluorophenyl)-1H-indazole C(C1=CC=CC=C1)C1(CN(CC1)S(=O)(=O)C)C=1C=C2C=NN(C2=CC1F)C1=CC=C(C=C1)F